dimethyl sulfide thiosulfate S(=S)(=O)(O)O.CSC